3-ethyl-2,4-pentanediol benzoate Diphenylphosphonite C1(=CC=CC=C1)P(O)(O)C1=CC=CC=C1.C(C1=CC=CC=C1)(=O)O.C(C)C(C(C)O)C(C)O